C(C)(C)(C)OC(=O)N1C(CCCC1)C=1NC(=C(N1)Br)Br tert-butyl-2-(4,5-dibromo-1H-imidazol-2-yl)piperidine-1-carboxylate